C(C)(C)(C)OC(=O)N1CC(N(CC1)C1=CC=C(C=C1)Br)=O 4-(4-bromophenyl)-3-oxopiperazine-1-carboxylic acid tert-butyl ester